C(=O)C=1C=CC(=NC1)N1C=NC(=C1)C#N 1-(5-formylpyridin-2-yl)-1H-imidazole-4-carbonitrile